CC1(OB(OC1(C)C)C1=CC=2C(=NC=CC2)N1COCC[Si](C)(C)C)C (4,4,5,5-tetramethyl-1,3,2-dioxaborolan-2-yl)-1-((2-(trimethylsilyl)ethoxy)methyl)-1H-pyrrolo[2,3-b]pyridine